C1(CC1)CNC=1C=C2C=CN=CC2=CC1 6-((cyclopropylmethyl)amino)isoquinolin